1-Acetyl-8'-Bromo-7'-fluoro-3'-methylspiro[azetidine-3,1'-pyrrolo[2,3-c]quinolin]-2'(3'H)-one C(C)(=O)N1CC2(C(N(C=3C=NC=4C=C(C(=CC4C32)Br)F)C)=O)C1